1-(4-{[(1S)-5-[2-(2-aminopyridin-3-yl)-6-cyclopropylimidazo[4,5-b]pyridin-3-yl]-2,3-dihydro-1H-inden-1-yl]amino}piperidin-1-yl)prop-2-en-1-one NC1=NC=CC=C1C1=NC=2C(=NC=C(C2)C2CC2)N1C=1C=C2CC[C@@H](C2=CC1)NC1CCN(CC1)C(C=C)=O